9,9'-(3,5-di(9H-carbazol-9-yl)-4-(dibenzo[b,d]thiophen-1-yl)pyridine-2,6-diyl)bis(9H-carbazole-3,6-dicarbonitrile) C1=CC=CC=2C3=CC=CC=C3N(C12)C=1C(=NC(=C(C1C1=CC=CC=2SC3=C(C21)C=CC=C3)N3C2=CC=CC=C2C=2C=CC=CC32)N3C2=CC=C(C=C2C=2C=C(C=CC32)C#N)C#N)N3C2=CC=C(C=C2C=2C=C(C=CC32)C#N)C#N